CC=1CC[C@H]([C@@H](C1)C=1C(=CC(=CC1C[Si](CC)(CC)CC)CCCCC)O)C(=C)C (1'R,2'R)-5'-methyl-4-pentyl-2'-(Prop-1-en-2-yl)-6-((triethylsilyl)methyl)-1',2',3',4'-tetrahydro-[1,1'-Biphenyl]-2-ol